O1C(OCC1)C=1C(=NC=NC1OCC)CC(=O)NC1(CC1)C(F)F 2-(5-(1,3-dioxolan-2-yl)-6-ethoxypyrimidin-4-yl)-N-(1-(difluoromethyl)cyclopropyl)acetamide